N-(3-(4-chlorobenzoyl)pyridin-2-yl)pivalamide ClC1=CC=C(C(=O)C=2C(=NC=CC2)NC(C(C)(C)C)=O)C=C1